Cl.ClC=1C=C(C=CC1Cl)C#CC1(CC1)NC(=O)N1CCNCC1 N-(1-((3,4-dichlorophenyl)ethynyl)cyclopropyl)piperazine-1-carboxamide hydrochloride